(1R)-1-ethyl-1-methyl-3H-furo[3,4-c]Pyridine-6-carboxylic acid C(C)[C@]1(OCC=2C=NC(=CC21)C(=O)O)C